CC=1C=C(C=2N(C(C=C(N2)C=2C=CC3=C(NC(S3)=O)C2)=O)C1)[C@H](C)NC1=C(C(=O)OC(C)(C)C)C=CC=C1 tert-butyl (S)-2-((1-(7-methyl-4-oxo-2-(2-oxo-2,3-dihydrobenzo[d]thiazol-5-yl)-4H-pyrido[1,2-a]pyrimidin-9-yl)ethyl)amino)benzoate